CN1CC(C1)(C)[C@@](O)(C=1C=NC=C(C1)C1=NOC(=N1)C1=CC(=CC=C1)OC)C1=CC=C(C=C1)C(C)C (R)-(1,3-Dimethyl-azetidin-3-yl)-(4-isopropyl-phenyl)-{5-[5-(3-methoxy-phenyl)-[1,2,4]oxadiazol-3-yl]-pyridin-3-yl}-methanol